COC(=O)C=1N(C(N(C(C1)=O)CC1=NC(=NO1)C[C@H](O)C1=CC=C(C=C1)Cl)=O)C.NC(CCCNC(C)=O)C1=CC(=CC=C1)C(F)(F)F N-{4-amino-4-[3-(trifluoromethyl)phenyl]butyl}acetamide methyl-1-({3-[(2S)-2-(4-chlorophenyl)-2-hydroxyethyl]-1,2,4-oxadiazol-5-yl}methyl)-3-methyl-2,6-dioxopyrimidine-4-carboxylate